ethylene undecanedioate C1(CCCCCCCCCC(=O)OCCO1)=O